2-(3-(trifluoromethoxy)phenyl)acetyl chloride FC(OC=1C=C(C=CC1)CC(=O)Cl)(F)F